6-(4-Ethylbenzyl)-3-(3-chlorobenzyl)-2,3,4,6-tetrahydropyrido[3,4-c][1,8]naphthyridine C(C)C1=CC=C(CN2C=C3C(C=4C=CC=NC24)=CCN(C3)CC3=CC(=CC=C3)Cl)C=C1